(E)-2-(6-(2-(3-methylbenzylidene)hydrazinyl)-2-morpholino-9H-purin-9-yl)-1-(pyrazin-2-yl)ethan-1-one CC=1C=C(\C=N\NC2=C3N=CN(C3=NC(=N2)N2CCOCC2)CC(=O)C2=NC=CN=C2)C=CC1